bis(4-amino-3-ethylcyclohexyl)propane NC1C(CC(CC1)C(C)(C)C1CC(C(CC1)N)CC)CC